N(C(=N)N)OCCCC(=O)NC(=N)[C@H]1N2C(N([C@H](CC1)C2)O)=O 4-(guanidinooxy)-N-(((2S,5R)-6-hydroxy-7-oxo-1,6-diazabicyclo[3.2.1]octan-2-yl)(imino)methyl)butanamide